C[C@@H]1C[C@@H]([C@@H](N1C(=O)OC)CO[C@@H]1C[C@@H]2C[C@@]2(CC1)C1=NC=CC=N1)NS(=O)(=O)C methyl (2R,3S,5R)-5-methyl-3-(methylsulfonamido)-2-((((1S,3S,6R)-6-(pyrimidin-2-yl)bicyclo[4.1.0]heptan-3-yl)oxy)methyl)pyrrolidine-1-carboxylate